BrC=1C=C(CN2CCC(CC2)N(C(OC(C)(C)C)=O)C)C=CC1 tert-butyl (1-(3-bromobenzyl)piperidin-4-yl)(methyl)carbamate